CC1=CC/C(=C(\C)/CCC=C(C)C)/CC1 trans-γ-bisabolene